1-[4-(6-{3-chloro-7-methylimidazo[4,5-c]pyridazin-6-yl}-5-(ethylsulfanyl)pyridin-3-yl)phenyl]cyclopropane-1-carbonitrile ClC1=CC2=C(N=N1)N(C(=N2)C2=C(C=C(C=N2)C2=CC=C(C=C2)C2(CC2)C#N)SCC)C